OCC(NC(CS(=O)(=O)O)C)(CO)CO N-[Tris(hydroxymethyl)methyl]-2-aminopropanesulfonic acid